NC1=NC(=CC(=N1)N1CCC2(C[C@H](NC2)C(=O)O)CC1)O[C@@H](C(F)(F)F)C1=CC=C(C=C1)C1=C(C=CC=C1C)C (S)-8-(2-amino-6-((R)-1-(2',6'-dimethyl-[1,1'-biphenyl]-4-yl)-2,2,2-trifluoroethoxy)pyrimidin-4-yl)-2,8-diazaspiro[4.5]decane-3-carboxylic acid